5-((6S)-4,4-dimethyl-3-oxabicyclo[4.1.0]heptane-6-yl)-1H-indole-2-carboxylic acid ethyl ester C(C)OC(=O)C=1NC2=CC=C(C=C2C1)[C@]12CC(OCC2C1)(C)C